ClC1=NC(=NC(=N1)CC(C)C1=NC=C(C=C1)Cl)N[C@@H](CO)CC(C)C (2R)-2-((4-chloro-6-(2-(5-chloropyridin-2-yl)propyl)-1,3,5-triazin-2-yl)amino)-4-methylpentan-1-ol